didodecyl-dimethylallyl-ammonium chloride [Cl-].C(CCCCCCCCCCC)[NH+](CC=C(C)C)CCCCCCCCCCCC